FC(OC1=CC=C(CC=2C(=C(C=C(C2)C)C(=N)N(C)CC)C)C=C1)F (3-(4-(difluoromethoxy)benzyl)-2,5-dimethylphenyl)-N-ethyl-N-methylformamidine